OCC(=O)N1C[C@@H](CC1)N1C(N(CC1)C1=CN=CC2=CC=CC=C12)=O (S)-1-((R)-1-(2-hydroxyacetyl)pyrrolidin-3-yl)-3-(isoquinolin-4-yl)-2-oxoimidazolin